COC=1C=NC2=C(C=CN=C2C1)CC=1C=C2N=CC(=NC2=CC1)N1CCC(CC1)OC 3-methoxy-8-[[2-(4-methoxy-1-piperidyl)quinoxalin-6-yl]methyl]-1,5-naphthyridine